2-(3-methyl-3-(((tetrahydro-2H-pyran-2-yl)oxy)but-1-ynyl)pyridin-4-ylmethoxy)-2-nitropyridine CC1(CN=CC=C1COC1(NC=CC=C1)[N+](=O)[O-])C#CCCOC1OCCCC1